4-(6-(but-2-ynoyl)-3,6-diazabicyclo[3.2.0]hept-3-yl)-5-fluoro-2,3-dimethyl-1H-indole-7-carboxamide C(C#CC)(=O)N1C2CN(CC2C1)C1=C2C(=C(NC2=C(C=C1F)C(=O)N)C)C